silicon diethanol C(C)O.C(C)O.[Si]